(±)-2-Aminoisobutyric acid NC(C(=O)O)(C)C